S1C(=CC=C1)CN(C(=O)OC[C@H](CCCCNC(OCC1=CC=CC=C1)=O)NC(=O)OC(C)(C)C)CC=1SC=CC1 benzyl {(5S)-6-{[bis(2-thienylmethyl)carbamoyl]oxy}-5-[(tert-butoxycarbonyl)amino]hexyl}carbamate